ethyl {2-[6-(1-benzyl-3-methyl-1H-pyrazol-4-yl)-4-oxo-3,4-dihydrothieno[3,2-d]pyrimidin-2-yl]pyrrolidin-1-yl}acetate C(C1=CC=CC=C1)N1N=C(C(=C1)C1=CC=2N=C(NC(C2S1)=O)C1N(CCC1)CC(=O)OCC)C